NC1=C2C(=NC=N1)N(N=C2C2=CC=C(CNC(C1=C(C=CC(=C1)F)OC)=O)C=C2)C2=CC=C(C=C2)C2CCNCC2 N-(4-(4-amino-1-(4-(piperidin-4-yl)phenyl)-1H-pyrazolo[3,4-d]pyrimidin-3-yl)benzyl)-5-fluoro-2-methoxybenzamide